[GeH3][GeH2][GeH2][GeH2][GeH3] pentagermane